((2R,3S,4R,5S)-5-((bis(4-methoxyphenyl)(phenyl)methoxy)methyl)-4-((tert-butyldimethylsilyl)oxy)-3-fluoro-5-(hydroxymethyl)tetrahydrofuran-2-yl)-5-fluoropyrimidine COC1=CC=C(C=C1)C(OC[C@]1([C@H]([C@H]([C@H](O1)C1=NC=C(C=N1)F)F)O[Si](C)(C)C(C)(C)C)CO)(C1=CC=CC=C1)C1=CC=C(C=C1)OC